C(C1=CC=CC=C1)OC(N=CC1=CC(=CC=C1)C(F)(F)F)=O.BrC1=C2C3(CN(CC2=CC=C1)C(C=C)=O)CC3 1-(5'-bromo-1'h-spiro[cyclopropane-1,4'-isoquinolin]-2'(3'h)-yl)prop-2-en-1-one benzyl-(3-(trifluoromethyl)benzylidene)carbamate